di-tert-butyl-2,2'-(((2,2'-dichloro-[1,1'-biphenyl]-3,3'-diyl)bis(azanediyl))bis(carbonyl))bis(1-methyl-1,4,6,7-tetrahydro-5H-imidazo[4,5-c]pyridine-5-carboxylic acid) C(C)(C)(C)C1(N(CCC2=C1N=C(N2C)C(=O)NC=2C(=C(C=CC2)C2=C(C(=CC=C2)NC(=O)C=2N(C1=C(CN(CC1)C(=O)O)N2)C)Cl)Cl)C(=O)O)C(C)(C)C